5-oxo-4,5-dihydropyrazolo[1,5-a]pyrimidine-2-carboxylic acid ethyl ester C(C)OC(=O)C1=NN2C(NC(C=C2)=O)=C1